4-(3-bromo-4-methoxyphenyl)-4-oxobutanoic acid BrC=1C=C(C=CC1OC)C(CCC(=O)O)=O